6'-(((1S,3S)-3-((5-ethynylpyrimidin-2-yl)amino)cyclopentyl)amino)-2H-[1,3'-bipyridyl]-2-one C(#C)C=1C=NC(=NC1)N[C@@H]1C[C@H](CC1)NC1=CC=C(C=N1)N1C(C=CC=C1)=O